(1R,2S,5S)-N-{(2S)-4-(2,4-difluorophenoxy)-1-[(3R)-2,5-dioxopyrrolidin-3-yl]-3-oxobutan-2-yl}-6,6-dimethyl-3-[N-(trifluoroacetyl)-L-valyl]-3-azabicyclo[3.1.0]hexane-2-carboxamide FC1=C(OCC([C@H](C[C@H]2C(NC(C2)=O)=O)NC(=O)[C@@H]2[C@H]3C([C@H]3CN2C([C@@H](NC(C(F)(F)F)=O)C(C)C)=O)(C)C)=O)C=CC(=C1)F